9-Cyclobutyl-5,5,7,7-tetramethyl-8,9-dihydro-6H-xanthene-1,3-diol C1(CCC1)C1C=2CC(CC(C2OC=2C=C(C=C(C12)O)O)(C)C)(C)C